COC=1C=C(CN2CC(CC2=O)C(=O)N)C=CC1NC1=CC=C(C=C1)N1CCC(CC1)C(F)(F)F (3-methoxy-4-((4-(4-(trifluoromethyl)piperidin-1-yl)phenyl)amino)benzyl)-5-oxopyrrolidine-3-carboxamide